rel-2-((3R,4R)-4-(((6-(cyclopropyl(2-fluoro-4-(trifluoromethyl)benzyl)amino)-5-fluoropyrimidin-4-yl)amino)methyl)-3-hydroxypiperidin-1-yl)acetamide C1(CC1)N(C1=C(C(=NC=N1)NC[C@@H]1[C@H](CN(CC1)CC(=O)N)O)F)CC1=C(C=C(C=C1)C(F)(F)F)F |o1:12,13|